BrC1=CC(=CC=2NC(=NC21)OC)C#N 4-bromo-2-methoxy-1H-benzo[d]Imidazole-6-carbonitrile